C1(CC1)CN1C(=CC2=CC=CC(=C12)CCC1CNCCC1)C1=NC2=C(N1C)C(=CC(=C2)C(=O)N2[C@@H]1CC[C@H](C2)[C@H]1N)OC (1R,4R,7R)-2-{2-[1-(cyclopropylmethyl)-7-[2-(piperidin-3-yl)ethyl]-1H-indol-2-yl]-7-methoxy-1-methyl-1H-1,3-benzodiazole-5-carbonyl}-2-azabicyclo[2.2.1]heptan-7-amine